IC=1C=CC(=NC1)N1CCC(CC1)C(=O)N1CCC(CC1)N1N=CC(=C1)CNC1=C2CN(C(C2=CC=C1)=O)C1C(NC(CC1)=O)=O 3-(4-(((1-(1-(1-(5-iodopyridin-2-yl)piperidine-4-carbonyl)piperidin-4-yl)-1H-pyrazol-4-yl)methyl)amino)-1-oxoisoindolin-2-yl)piperidine-2,6-dione